dithienobenzodithiophene CCCCC1=CC2=C(S1)C3=CC4=C(C=C3S2)C5=C(S4)C=C(S5)CCCC